5-(isopropoxycarbonylphenyl)-7-oxo-bicyclo[2.2.1]Hept-2-ene C(C)(C)OC(=O)C1=C(C=CC=C1)C1C2C=CC(C1)C2=O